2,5-dimethoxy-4-chlorophenethylamine COC1=C(CCN)C=C(C(=C1)Cl)OC